C(C)(C)(C)OC(=O)N1[C@H](C[C@@H]([C@H](C1)CC)OC1=NC=C(C=C1)OC(C)C)C (2s,4s,5s)-5-ethyl-4-((5-isopropoxypyridin-2-yl)oxy)-2-methylpiperidine-1-carboxylic acid tert-butyl ester